(S)-N-(3-(1-((2-ethyl-2H-pyrazolo[3,4-b]pyrazin-6-yl)amino)ethyl)-4-methylphenyl)-2-(4-methyl-3-(4-methylpiperazin-1-yl)phenyl)acetamide C(C)N1N=C2N=C(C=NC2=C1)N[C@@H](C)C=1C=C(C=CC1C)NC(CC1=CC(=C(C=C1)C)N1CCN(CC1)C)=O